CN1CC=C(C(=C1)C1=CC=CC=C1)Br 1-methyl-4-bromo-5-phenylpyridin